C(=C\C1=CC=CC=C1)/C=1NC2=NC=NC(=C2N1)NC1=CC=C(C=C1)O (E)-8-styryl-N-(4-hydroxyphenyl)-9H-purin-6-amine